BrC=1N(C(=C(N1)C)\C=C(\C(=O)OCC)/F)C[C@H]1OCC1 ethyl (S,Z)-3-(2-bromo-4-methyl-1-(oxetan-2-ylmethyl)-1H-imidazol-5-yl)-2-fluoroacrylate